C[C@H]1N(CC[C@H](C1)C(=O)OC(C)(C)C)C(=O)OC(C)(C)C di-tert-butyl (2R,4R)-2-methylpiperidine-1,4-dicarboxylate